FC=1C=C(C(=NC1)C=1C=CC=2N(C1)C(=NN2)CNC)OCCC=2C(=NN(C2C)C)C [(6-{5-fluoro-3-[2-(1,3,5-trimethyl-1H-pyrazol-4-yl)ethoxy]pyridin-2-yl}-[1,2,4]triazolo[4,3-a]pyridin-3-yl)methyl](methyl)amine